SC(C(C(=O)NCCC[Si](O[Si](C)(C)C)(O[Si](O[Si](C)(C)C)(C)C)C)NC(CCCCC(=O)NC(C(NCCC[Si](O[Si](C)(C)C)(O[Si](O[Si](C)(C)C)(C)C)C)=O)C(C)(S)C)=O)(C)C N1,N6-bis(3-mercapto-3-methyl-1-((3-(1,1,1,3,5,5,7,7,7-nonamethyltetrasiloxan-3-yl)propyl)amino)-1-oxobutan-2-yl)adipamide